6-bromodibenzo[b,d]Thiophene-3-carbonitrile BrC1=CC=CC=2C3=C(SC21)C=C(C=C3)C#N